NCCSC[C@H](N)C(=O)O S-(2-aminoethyl)-cysteine